[11C]methylaminoisobutyric acid [11CH3]NC(C(=O)O)(C)C